CNC=1C=NC=2C=CC=C(C2N1)C#N 3-(methylamino)quinoxaline-5-carbonitrile